(3S,4S,5R)-1-(((S)-1-(4-(trifluoromethyl)pyridin-2-yl)pyrrolidin-3-yl)methyl)piperidine-3,4,5-triol FC(C1=CC(=NC=C1)N1C[C@@H](CC1)CN1C[C@@H](C([C@@H](C1)O)O)O)(F)F